N-(4-(1-cyclopropyl-1H-pyrazol-4-yl)quinolin-8-yl)-4-isopropoxybenzamide C1(CC1)N1N=CC(=C1)C1=CC=NC2=C(C=CC=C12)NC(C1=CC=C(C=C1)OC(C)C)=O